4-(dibenzylamino)cyclohexan-1-one C(C1=CC=CC=C1)N(C1CCC(CC1)=O)CC1=CC=CC=C1